3-ethyl-1-(5-(1-methyl-1H-pyrazol-4-yl)pyrazin-2-yl)urea C(C)NC(NC1=NC=C(N=C1)C=1C=NN(C1)C)=O